4-n-pentylphenyl ketone C(CCCC)C1=CC=C(C=C1)C(=O)C1=CC=C(C=C1)CCCCC